5,6-Dichloro-1-(4-(5-(difluoromethyl)-1,3,4-oxadiazol-2-yl)-2-fluorobenzyl)-3-(piperidin-4-yl)-1,3-dihydro-2H-benzo[d]imidazol-2-one ClC1=CC2=C(N(C(N2C2CCNCC2)=O)CC2=C(C=C(C=C2)C=2OC(=NN2)C(F)F)F)C=C1Cl